2-(6-chloro-3-pyridyl)-1-[(5-chloropyrimidin-2-yl)methyl]imidazole-4-carbaldehyde ClC1=CC=C(C=N1)C=1N(C=C(N1)C=O)CC1=NC=C(C=N1)Cl